C(C)(C)OC(=O)N=NC(=O)OC(C)C Diisopropylazodi-carboxylate